C[C@H](CCC)N1N=CC(=C1)C=1C=2N(C=C(N1)C=1C=NN(C1)C[C@@H](CO)O)N=CC2 (S)-3-(4-(4-(1-((R)-pentan-2-yl)-1H-pyrazol-4-yl)pyrazolo[1,5-a]pyrazin-6-yl)-1H-pyrazol-1-yl)propane-1,2-diol